BrC=1SC=2N(C(=C(C(C2N1)=O)N1CCN(CC1)C(=O)OC(C)(C)C)CC)CC(=O)O 2-(2-bromo-6-(4-(tert-butoxycarbonyl)piperazin-1-yl)-5-ethyl-7-oxothiazolo[5,4-b]pyridin-4(7H)-yl)acetic acid